FC=1C=C(CN2C(=NC(=C2)NC([C@@H](C)N2C[C@@H](C(CC2)(F)F)C2=CC=[N+](C=C2)[O-])=O)C(F)(F)F)C=C(C1)F 4-((S)-1-((R)-1-((1-(3,5-difluorobenzyl)-2-(trifluoromethyl)-1H-imidazol-4-yl)amino)-1-oxopropan-2-yl)-4,4-difluoropiperidin-3-yl)pyridine 1-oxide